N1(CCC(CC1)=O)C1CCNCC1 [1,4'-bipiperidin]-4-one